C(C)OC(C(C(C)=O)=NNC1=C(C=CC(=C1)OC)Cl)=O ethyl-2-[2-(2-chloro-5-methoxyphenyl) hydrazono]-3-oxobutyrate